ClC1=C(C(=CC=C1)F)NC(C1=C(C=C(C(=C1)F)NC(=O)N(C)CCO)O[C@H](C(F)(F)F)C)=O (S)-N-(2-Chloro-6-fluorophenyl)-5-fluoro-4-(3-(2-hydroxyethyl)-3-methylureido)-2-((1,1,1-trifluoropropan-2-yl)oxy)benzamide